6-((1R,4R)-2-oxa-5-azabicyclo[2.2.1]heptan-5-yl)-2-(4-bromo-2,6-dimethylphenyl)-2,5-dihydro-4H-pyrazolo[3,4-d]pyrimidin-4-one [C@H]12OC[C@H](N(C1)C=1NC(C=3C(N1)=NN(C3)C3=C(C=C(C=C3C)Br)C)=O)C2